C1(CCCCC1)N1N=C(C(=C1)N1N=NC(=C1)C=1C=NN2C1N=C(C=C2)N2[C@H]1CO[C@@H](C2)C1)C(F)F (1R,4R)-5-(3-(1-(1-cyclohexyl-3-(difluoromethyl)-1H-pyrazol-4-yl)-1H-1,2,3-triazol-4-yl)pyrazolo[1,5-a]pyrimidin-5-yl)-2-oxa-5-azabicyclo[2.2.1]heptane